C(#N)C1=CC=C(C=C1)NC1=NC=CC(=N1)C(=O)NC=1C=NC=CC1C1=CC=C(C=C1)F 2-((4-cyanophenyl)amino)-N-(4-(4-fluorophenyl)pyridin-3-yl)pyrimidine-4-carboxamide